tert-butylbenzyl (1,1,1-trifluoro-3-hydroxypropan-2-yl)carbamate FC(C(CO)NC(OC(C1=CC=CC=C1)C(C)(C)C)=O)(F)F